eicos-7,10-dienoic acid C(CCCCCC=CCC=CCCCCCCCCC)(=O)O